C(#N)[C@@H]1CC[C@H](CC1)C(=O)N[C@@H](CC(C)(C)C)C(=O)N[C@@H](C[C@H]1C(NCC1)=O)C#N N2-[(trans-4-cyanocyclohexyl)carbonyl]-N-{(1S)-1-cyano-2-[(3S)-2-oxopyrrolidin-3-yl]Ethyl}-4-methyl-L-leucinamide